5-amino-3-[2-(6-chloro-4-cyclopropylcinnolin-7-yl)ethynyl]-1-[(3S,5R)-5-(methoxymethyl)-1-(prop-2-enoyl)pyrrolidin-3-yl]pyrazole-4-carboxamide NC1=C(C(=NN1[C@@H]1CN([C@H](C1)COC)C(C=C)=O)C#CC1=C(C=C2C(=CN=NC2=C1)C1CC1)Cl)C(=O)N